ClCOC(CC1COCC1)=O 2-(tetrahydrofuran-3-yl)acetic acid chloromethyl ester